Cl.FC=1C=C(C=CC1)C1=NOC(=N1)C(C)(C)N 2-[3-(3-fluorophenyl)-1,2,4-oxadiazol-5-yl]propan-2-amine hydrochloride